FC=1C=C2C(=CN(C2=CC1C(=O)N[C@@]1(CS(CC1)(=O)=O)C)C1CCOCC1)C1=CC=NN1C (S)-5-fluoro-N-(3-methyl-1,1-dioxidotetrahydrothiophen-3-yl)-3-(1-methyl-1H-pyrazol-5-yl)-1-(tetrahydro-2H-pyran-4-yl)-1H-indole-6-carboxamide